4-(4-{[(3R)-2-(thiophen-2-ylcarbonyl)-1,2,3,4-tetrahydroisoquinolin-3-yl]Methyl}piperazine-1-yl)benzoic acid S1C(=CC=C1)C(=O)N1CC2=CC=CC=C2C[C@@H]1CN1CCN(CC1)C1=CC=C(C(=O)O)C=C1